FC1=CC=C(C=C1)C(N1C[C@@H](N(C[C@H]1CC)C1=C2N=CNC2=NC(=N1)Cl)CC)C1=CC=C(C=C1)F 6-((2S,5R)-4-(Bis(4-fluorophenyl)methyl)-2,5-diethylpiperazin-1-yl)-2-chloro-9H-purine